BrC=1C=C2CN(C(C2=CC1)=O)CC1=CC2=C(N(C(O2)=O)CC2=CC=C(C=C2)OC)C=C1 6-((5-bromo-1-oxoisoindolin-2-yl)methyl)-3-(4-methoxybenzyl)benzo[d]oxazol-2(3H)-one